pentasodium tetramethylene phosphonate P1(OCCCCO1)=O.[Na].[Na].[Na].[Na].[Na]